S1CNCC1 1,3-Thiazolidin